O=C1N(CCC1)CCCNC(=O)C1=CC2=C(N3C(S2)=NC(=C3)C=3C=C(C=CC3)C)C=C1 N-(3-(2-oxopyrrolidin-1-yl)propyl)-2-(m-tolyl)benzo[d]imidazo[2,1-b]thiazole-7-carboxamide